methyl-5-iodo-1H-indole CN1C=CC2=CC(=CC=C12)I